ClC1=CC(=CC=2CN(CCOC21)CC2=CC(=NC=C2)C(=O)O)N2C=CC1=CC(=CC=C21)F 4-{[9-chloro-7-(5-fluoroindol-1-yl)-3,5-dihydro-2H-1,4-benzoxazepin-4-yl]methyl}pyridine-2-carboxylic acid